1,5,8,12-Tetraazabicyclo[6.6.2]hexadecan N12CCCNCCN(CCCNCC1)CC2